4-(methylamino)cyclohexanethiol hydrochloride Cl.CNC1CCC(CC1)S